((S)-oxetan-2-ylmethyl)-Benzo[d]imidazole-6-carboxylate O1[C@@H](CC1)COC(=O)C=1C=CC2=C(N=CN2)C1